(1r,3r)-3-(3-(6-((6-methyl-1,4-oxazepan-4-yl)methyl)-1-oxo-4-(trifluoromethyl)isoindolin-2-yl)phenyl)-3-((4-methyl-4H-1,2,4-triazol-3-yl)methyl)cyclobutane-1-carbonitrile CC1CN(CCOC1)CC1=CC(=C2CN(C(C2=C1)=O)C=1C=C(C=CC1)C1(CC(C1)C#N)CC1=NN=CN1C)C(F)(F)F